1-(4-(2-(4-isopropoxy-3-(trifluoromethyl)phenyl)-1,3-selenazol-5-yl)benzyl)azetidine-3-carboxylic acid C(C)(C)OC1=C(C=C(C=C1)C=1[Se]C(=CN1)C1=CC=C(CN2CC(C2)C(=O)O)C=C1)C(F)(F)F